2-methyl-N-(1-[2-(trifluoromethyl)pyrimidine-5-carbonyl]piperidin-4-yl)benzamide CC1=C(C(=O)NC2CCN(CC2)C(=O)C=2C=NC(=NC2)C(F)(F)F)C=CC=C1